CC(CCON=O)C.C1(CC1)[C@@H]1[C@H]([C@@H](O[C@@]1(C(F)(F)F)C)C(=O)NC1=CC(=NC=C1)C(=O)N)C1=C(C(=C(C=C1)F)F)OC (2R,3S,4R,5S)-4-[[4-cyclopropyl-3-(3,4-difluoro-2-methoxy-phenyl)-5-methyl-5-(trifluoromethyl)tetrahydrofuran-2-carbonyl]amino]pyridine-2-carboxamide 3-methylbutyl-nitrite